NC1=NN=C(S1)OCC12CCC(CC1)(CC2)O 4-(((5-amino-1,3,4-thiadiazol-2-yl)oxy)methyl)bicyclo(2.2.2)octan-1-ol